3-chloro-4-(4-((dimethylamino)methyl)-2,4-dimethylpyrrolidin-1-yl)-2,6-difluoro-N-(6-fluoropyridin-2-yl)benzenesulfonamide ClC=1C(=C(C(=CC1N1C(CC(C1)(C)CN(C)C)C)F)S(=O)(=O)NC1=NC(=CC=C1)F)F